1-(2-nitrophenyl)-4-[(1,1,2-trifluoroethoxy)methyl]piperidine [N+](=O)([O-])C1=C(C=CC=C1)N1CCC(CC1)COC(CF)(F)F